5-{[(1S)-(6-chloro-2-oxo-1,2-dihydroquinolin-3-yl)ethyl]amino}-1-methyl-6-oxo-1,6-dihydropyridine-2-carbonitrile ClC=1C=C2C=C(C(NC2=CC1)=O)CCNC1=CC=C(N(C1=O)C)C#N